N-[6-[formyl-(2,2,6,6-tetramethylpiperidin-4-yl)amino]hexyl]-N-(2,2,6,6-tetramethylpiperidin-4-yl)formamide C(=O)N(CCCCCCN(C=O)C1CC(NC(C1)(C)C)(C)C)C1CC(NC(C1)(C)C)(C)C